N4-(8-methyl-cinnolin-4-yl)-N2-(4-(piperazin-1-yl-methyl)phenyl)pyrimidine-2,4-diamine CC=1C=CC=C2C(=CN=NC12)NC1=NC(=NC=C1)NC1=CC=C(C=C1)CN1CCNCC1